ClC=1C(=CC(=C(C1)S(=O)(=O)Cl)F)F 5-chloro-2,4-difluorobenzenesulfonylchloride